ClC=1C(=CC(=C(C1)N(C(=O)[C@H]1N(C([C@@]([C@H]1O)(C)O)=O)C1=NC(=CC(=C1)C1CC1)C)C)F)F (2S,3S,4S)-N-(5-chloro-2,4-difluorophenyl)-1-(4-cyclopropyl-6-methylpyridin-2-yl)-3,4-dihydroxy-4-methyl-N-(methyl)-5-oxopyrrolidine-2-carboxamide